N1=CC2(C3=NC=CC=C31)CCC2 spiro(cyclobutane-1,3'-pyrrolo[3,2-b]pyridine)